2-oxoethyl 2-butyloctanoate C(CCC)C(C(=O)OCC=O)CCCCCC